CN(/C=C/C(=O)C1=C(N=C(S1)/N=C/N(C)C)C)C (E)-N'-(5-((E)-3-(dimethylamino)acryloyl)-4-methylthiazol-2-yl)-N,N-dimethylformimidamide